C(C(C)C)N(C(=S)N)C=1C=C(C=CC1C)C1=CC=C(C=C1)CCN1CCN(CC1)C 1-iso-Butyl-1-(4-methyl-4'-(2-(4-methylpiperazin-1-yl)ethyl)-[1,1'-biphenyl]-3-yl)thiourea